S(=O)(=O)([O-])OCC(CO)(CO)CO.[K+] potassium pentaerythritol sulfate